5-[2,3-difluoro-4-(1H-pyrazol-4-yl)phenyl]-N-methyl-N-(2,2,6,6-tetramethylpiperidin-4-yl)pyrazin-2-amin-Hydrochlorid Cl.FC1=C(C=CC(=C1F)C=1C=NNC1)C=1N=CC(=NC1)N(C1CC(NC(C1)(C)C)(C)C)C